FC1=C(C=CC(=C1)F)C1=CC(=NO1)C(=O)NCC(C)(C1=NC(=CC=C1)C(F)(F)F)C=1C=NN(C1)C 5-(2,4-difluorophenyl)-N-[2-(1-methylpyrazol-4-yl)-2-[6-(trifluoromethyl)-2-pyridyl]propyl]isoxazole-3-carboxamide